rac-(3R,4R)-1-cyclopropylmethyl-4-{[5-(5-fluoro-pyridin-2-yl)-isoxazole-3-carbonyl]-amino}-piperidine-3-carboxylic acid methyl ester COC(=O)[C@@H]1CN(CC[C@H]1NC(=O)C1=NOC(=C1)C1=NC=C(C=C1)F)CC1CC1 |r|